3-(piperazin-1-yl)-1,2,4-triazine-6-carboxamide N1(CCNCC1)C=1N=NC(=CN1)C(=O)N